C(C)C1=C(C=CC(=C1)O)N=C(N)C1=C(C=2N(N=C1)C=C(C2)C2=C(C=C(C=C2C)OC)C)N[C@@H]2COCC2 N'-(2-ethyl-4-hydroxy-phenyl)-6-(4-methoxy-2,6-dimethyl-phenyl)-4-[[(3S)-tetrahydrofuran-3-yl]amino]pyrrolo[1,2-b]pyridazine-3-carboxamidine